2-(6-fluoroimidazo[1,2-a]pyridin-2-yl)-N-(5-isopropylthiazol-2-yl)acetamide FC=1C=CC=2N(C1)C=C(N2)CC(=O)NC=2SC(=CN2)C(C)C